C(C)N1C=NC2=C1N=NC=C2C2=CC(=C(C=C2)F)C=2C=C1C=NN(C1=CC2OC)C 7-ethyl-4-(4-fluoro-3-(6-methoxy-1-methyl-1H-indazol-5-yl)phenyl)-7H-imidazo[4,5-c]pyridazine